11,16-dimethyl-19-[5-[(4-methylpiperazin-1-yl)methyl]-2-furyl]-13-oxa-2,6,10,11,17,18,22,25-octazapentacyclo[15.5.2.13,7.08,12.020,24]pentacosa-1(22),3,5,7(25),8(12),9,18,20,23-nonaene CN1N=CC=2C=3N=CC=C(NC4=NC=C5C(=NN(C(CCOC12)C)C5=C4)C=4OC(=CC4)CN4CCN(CC4)C)N3